(S)-2-((1-(5-(4-fluoro-3-methoxyphenyl)-1,2,4-oxadiazol-3-yl)ethyl)carbamoyl)-4-methoxypyridin-3-yl isobutyrate C(C(C)C)(=O)OC=1C(=NC=CC1OC)C(N[C@@H](C)C1=NOC(=N1)C1=CC(=C(C=C1)F)OC)=O